NC1=CC=2C(=NC=3N(C2)C=CN3)N1C1=C(C(=CC=C1C)O)C 7-amino-8-(3-hydroxy-2,6-dimethylphenyl)-8H-imidazo[1,2-a]pyrrolo[2,3-d]pyrimidine